C(C1=CC=CC=C1)C1N(C(OC1)=O)C([C@H](C)C1CCC(CC1)C1=CC=NC2=CC=C(C=C12)F)=O 4-benzyl-3-((R)-2-(4-(6-fluoroquinolin-4-yl)cyclohexyl)propionyl)oxazolidin-2-one